CC1=CC(=NC=C1NC1=NC=C2N(C(N(C2=N1)C1CCOCC1)=O)C)C(=O)NC1COC1 4-methyl-5-((7-methyl-8-oxo-9-(tetrahydro-2H-pyran-4-yl)-8,9-dihydro-7H-purin-2-yl)amino)-N-(oxetan-3-yl)picolinamide